(3S,4R,5R,6S)-1-(6-{[2-(4-methoxyphenyl)-1,3-thiazol-4-yl]methoxy}hexyl)-3,4,5,6-azepanetetrol COC1=CC=C(C=C1)C=1SC=C(N1)COCCCCCCN1C[C@@H]([C@H]([C@@H]([C@H](C1)O)O)O)O